NC(C(=O)O)CC=1C(=NOC1C(C)(C)C)O 2-Amino-3-(3-hydroxy-5-tert-butylisoxazol-4-yl)propionic acid